ClC1=CC(=NC=C1C=O)N(C)C 4-Chloro-6-(dimethylamino)nicotinaldehyde